(R)-but-3-yn-2-ol C[C@H](C#C)O